CC(CC[C@@H](C(=O)O)NCC=1C=CC=C2C=CC=NC12)(C)C (2S)-5,5-dimethyl-2-{[(quinolin-8-yl)methyl]amino}hexanoic acid